2-(methylamino)-N-(5-nitrothiazol-2-yl)benzamide CNC1=C(C(=O)NC=2SC(=CN2)[N+](=O)[O-])C=CC=C1